N(CCNC(CCCCCCC\C=C/CCCC)=O)CCNC(CCCCCCC\C=C/CCCC)=O (9z,9'z)-N,N'-(azanediylbis(ethane-2,1-diyl))bis(tetradec-9-enamide)